2-(methylcarbamoyl)-6-(1-phenylethyl)isonicotinic acid tert-butyl ester C(C)(C)(C)OC(C1=CC(=NC(=C1)C(C)C1=CC=CC=C1)C(NC)=O)=O